2-(3,5-dibromo-4-((5-isopropyl-6-oxo-1,6-dihydropyridin-3-yl)oxy)phenyl)-1,2,4-triazine-3,5(2H,4H)-dione BrC=1C=C(C=C(C1OC1=CNC(C(=C1)C(C)C)=O)Br)N1N=CC(NC1=O)=O